O=C(NCCC[NH3+])CCOCCCOCCC(NCCC[NH3+])=O 5,15-dioxo-8,12-dioxa-4,16-diazanonadecane-1,19-diaminium